dicyanomethyleneindanone C(#N)C(C#N)=C1C(C2=CC=CC=C2C1)=O